6-[3-[1-(4-methyl-1,2,4-triazol-3-yl)cyclobutyl]phenyl]-2-[[2-(trifluoromethoxy)ethylamino]methyl]-4-(trifluoromethyl)-1H-pyrrolo[2,3-c]pyridin-7-one CN1C(=NN=C1)C1(CCC1)C=1C=C(C=CC1)N1C(C2=C(C(=C1)C(F)(F)F)C=C(N2)CNCCOC(F)(F)F)=O